F[B-](F)(F)F.CN1CCOCC1 4-methylmorpholine tetrafluoroborate